C(C=CC1=CC=CC=C1)(=O)OC(C=CC1=CC=CC=C1)=O cinnamic anhydride